1-((2S,4R,5S)-4-hydroxy-5-(hydroxymethyl)tetrahydrofuran-2-yl)-5-(5-methylthiophen-2-yl)pyrimidine-2,4(1H,3H)-dione O[C@@H]1C[C@H](O[C@H]1CO)N1C(NC(C(=C1)C=1SC(=CC1)C)=O)=O